5-(6'h,8'h-spiro[chromane-4,9'-pyrido[3',2':4,5]imidazo[2,1-c][1,4]oxazin]-2'-yl)-N-(tetrahydrofuran-3-yl)pyrimidin-2-amine N1=C(C=CC=2N=C3COCC4(N3C21)CCOC2=CC=CC=C24)C=2C=NC(=NC2)NC2COCC2